7-Bromo-N-[(4-fluorophenyl)-methyl]-1-(2-methoxy-ethyl)-4-methyl-2-oxo-1H-quinoline-3-carboxylic acid amide BrC1=CC=C2C(=C(C(N(C2=C1)CCOC)=O)C(=O)NCC1=CC=C(C=C1)F)C